C(#N)[C@H](C[C@H]1C(NCCC1)=O)NC(=O)[C@@H]1N([C@@H]2CC([C@H]1CC2)(F)F)C([C@H](NC2=C(C=CC(=C2)F)F)C)=O (1S,3R,4S)-N-((S)-1-cyano-2-((S)-2-oxopiperidin-3-yl)ethyl)-2-((2,5-difluorophenyl)-D-alanyl)-5,5-difluoro-2-azabicyclo[2.2.2]octane-3-carboxamide